1,3-Diisocyanato-m-xylol N(=C=O)C1(CC(CC=C1)(C)N=C=O)C